C1(CC1)S(=O)(=O)N1N=CC(=C1)C1=NC=CC(=N1)NC1=NC=C(C(=C1)N1CCC(CC1)NCCN(C)C)C#CC1=NN(C=C1)C N1-(1-(2-((2-(1-(Cyclopropylsulfonyl)-1H-pyrazol-4-yl)pyrimidin-4-yl)amino)-5-((1-methyl-1H-pyrazol-3-yl)ethynyl)pyridin-4-yl)piperidin-4-yl)-N2,N2-dimethylethane-1,2-diamine